4-(1-(4-((2-(2,6-dioxopiperidin-3-yl)-1,3-dioxoisoindolin-4-ylamino)methyl)benzyl)azetidin-3-yl)benzonitrile O=C1NC(CCC1N1C(C2=CC=CC(=C2C1=O)NCC1=CC=C(CN2CC(C2)C2=CC=C(C#N)C=C2)C=C1)=O)=O